6-(4-(tert-butyl)phenyl)-2-(4-((2-methoxyethoxy)methoxy)-3-nitrophenyl)-3,4-dihydroisoquinolin-1(2H)-one C(C)(C)(C)C1=CC=C(C=C1)C=1C=C2CCN(C(C2=CC1)=O)C1=CC(=C(C=C1)OCOCCOC)[N+](=O)[O-]